C(C)(C)(C)OC(=O)N1C[C@H]([C@@H](CC1)NC(=O)OCC1=CC=CC=C1)N trans-3-amino-4-(benzyloxycarbonylamino)piperidine-1-carboxylic acid tert-butyl ester